C(C1=CC=CC=C1)(C1=CC=CC=C1)N1CC(N(CC1)C(=O)C=1C(=C2CN(C(C2=CC1)=O)C1C(NC(CC1)=O)=O)F)CF 3-(5-(4-benzhydryl-2-(fluoromethyl)piperazine-1-carbonyl)-4-fluoro-1-oxoisoindolin-2-yl)piperidine-2,6-dione